C(C1CO1)OC(COCC1CO1)C 1-methylethylene glycol diglycidyl ether